5-((1S,2R)-1-(6-chloro-4-(1-methylpiperidin-3-yl)-1,1-dioxido-3,4-dihydro-2H-benzo[e][1,2,4]thiadiazin-2-yl)-2-(6-fluoro-2,3-dimethylphenyl)propyl)-1,3,4-oxadiazol-2(3H)-one ClC=1C=CC2=C(N(CN(S2(=O)=O)[C@@H]([C@H](C)C2=C(C(=CC=C2F)C)C)C2=NNC(O2)=O)C2CN(CCC2)C)C1